(S)-1-(1-methylpyrrolidin-2-yl)cyclopropan-1-ol CN1[C@@H](CCC1)C1(CC1)O